O=C1[C@@]2(C=3C(=NC=CC3)N1)CC=1C=C(NC1CC2)C(=O)OCC ethyl (R)-2'-oxo-1,1',2',4,6,7-hexahydrospiro[indole-5,3'-pyrrolo[2,3-B]pyridine]-2-carboxylate